diglycidyl 4,5-epoxycyclohexane-1,2-diformate C1(C(CC2C(C1)O2)C(=O)OCC2CO2)C(=O)OCC2CO2